FC1=CC=C(C=C1)O 4-fluoro-phenol